ClC=1C=C2C(=CCC2=CC1OCCCl)C1=CC=C(C=C1)O 4-(5-chloro-6-(2-chloroethoxy)-1H-inden-3-yl)phenol